BrC=1C=C2C(=CC(=NC2=CC1)OCC(=O)O)C1=CC(=CC=C1)C(N)=O 2-{[6-bromo-4-(3-carbamoylphenyl)quinolin-2-yl]oxy}acetic acid